COC(=O)N1C2C=CC(C1)CC2C(=O)O endo-2-(methoxycarbonyl)-2-azabicyclo[2.2.2]oct-5-ene-7-carboxylic acid